FC1=CC(=C(C=C1)N1C(C2=CC=CC=C2CC1)=O)C 2-(4-fluoro-2-methylphenyl)-3,4-dihydroisoquinolin-1(2H)-one